2-(3-fluoro-5-methoxyphenyl)-1-((1r,3s)-3-(methylcarbamoyl)cyclobutyl)-N-(3-(4-phenylpiperazin-1-yl)propyl)-1H-benzo[d]imidazole-6-carboxamide FC=1C=C(C=C(C1)OC)C1=NC2=C(N1C1CC(C1)C(NC)=O)C=C(C=C2)C(=O)NCCCN2CCN(CC2)C2=CC=CC=C2